(R)-4-(2-(3-((4-(1H-pyrrolo[2,3-b]pyridin-3-yl)-tert-butyl 5-(trifluoromethyl)pyrimidin-2-yl)amino)pyrrolidin-1-yl)ethyl)piperazine-1-carboxylate N1C=C(C=2C1=NC=CC2)C2=NC(=NC(=C2C(F)(F)F)C(C)(C)C)N[C@H]2CN(CC2)CCN2CCN(CC2)C(=O)[O-]